(R)-2-(5-(cyclopropylmethyl)-2-methoxyphenyl)-2-((R)-3-((5-(4-methoxy-5,6,7,8-tetrahydro-1,8-naphthyridin-2-yl)pentyl)oxy)pyrrolidin-1-yl)acetic acid C1(CC1)CC=1C=CC(=C(C1)[C@H](C(=O)O)N1C[C@@H](CC1)OCCCCCC1=NC=2NCCCC2C(=C1)OC)OC